dimethyl-(2-methacryloyloxyethyl)(phosphonomethyl)ammonium C[N+](CP(=O)(O)O)(CCOC(C(=C)C)=O)C